(S)-4-((5-fluoropyridin-2-yl)thio)-6-(1-(1-(2-hydroxypropanoyl)piperidin-4-yl)-5-methyl-1H-pyrazol-4-yl)pyrazolo[1,5-a]pyridine-3-carbonitrile FC=1C=CC(=NC1)SC=1C=2N(C=C(C1)C=1C=NN(C1C)C1CCN(CC1)C([C@H](C)O)=O)N=CC2C#N